C(C)(C)(C)OC(=O)N1CC(N(CC1)C1=CC(=CC=C1)N[C@H]1C(NC(CC1)=O)=O)=O |r| (±)-4-(3-((2,6-Dioxopiperidin-3-yl)amino)phenyl)-3-oxopiperazine-1-carboxylic acid tert-butyl ester